O-[(6Ar,10aR)-6,6,9-trimethyl-3-pentyl-6a,7,8,10a-tetrahydrobenzo[c]chromen-1-yl]hydroxylamine CC1(OC2=CC(=CC(=C2[C@H]2[C@H]1CCC(=C2)C)ON)CCCCC)C